ClC=1N=CC=2N(C1)C(=NC2C2CC2)C(C)(C)NC([O-])=O (2-(6-chloro-1-cyclopropylimidazo[1,5-a]pyrazin-3-yl)propan-2-yl)carbamate